C(C)(=O)C1=C(NC2=C(C=CC(=C2C1=O)Cl)Br)S(=O)CC#N 2-((3-acetyl-8-bromo-5-chloro-4-oxo-1,4-dihydroquinolin-2-yl)sulfinyl)acetonitrile